(S)-4-(3-fluoro-5-(3-(methylamino)-1-(thiophen-2-yl)propoxy)phenyl)-1-methyl-1,2,3,4-tetrahydro-5H-pyrido[2,3-e][1,4]diazepin-5-one FC=1C=C(C=C(C1)O[C@@H](CCNC)C=1SC=CC1)N1CCN(C2=C(C1=O)C=CC=N2)C